CN1[C@@H]2CN([C@H](C1)C2)C2=CC=CC(=N2)NC2=CC1=C(C=N2)SC(=N1)C=1C=NC=CC1 6-[(1S,4S)-5-Methyl-2,5-diazabicyclo[2.2.1]heptan-2-yl]-N-[2-(pyridin-3-yl)-[1,3]thiazolo[5,4-c]pyridin-6-yl]pyridin-2-amine